FC(OC1=C(C=C(C=C1)C)[C@H]1CCN2N1C=1C=C(C=CC1C2=O)C=2C=NC(=NC2)N2C[C@H]1N(CC2)C(NC1)=O)F (R)-3-(2-(difluoromethoxy)-5-methylphenyl)-6-(2-((S)-3-oxohexahydroimidazo[1,5-a]pyrazin-7(1H)-yl)pyrimidin-5-yl)-2,3-dihydropyrazolo[1,2-a]indazol-9(1H)-one